C(C)(C)(C)N1C[C@@H](N(CC1)C=1C2=C(N(C(N1)=O)C=1C(=NC=CC1C)C(C)C)N=C(C(=C2)F)[Sn](C)(C)C)C tert-butyl-(S)-4-(6-fluoro-1-(P)-(2-isopropyl-4-methylpyridin-3-yl)-2-oxo-7-(trimethylstannyl)-1,2-dihydropyrido[2,3-d]pyrimidin-4-yl)-3-methylpiperazine